OC(CN1N=CC(=C1)C=1C=C(CN2CCC3(CC2)COC2=C4CN(C(C4=CC=C23)=O)[C@@H]2C(NC(CC2)=O)=O)C=CC1)(C)C (S)-3-(1'-(3-(1-(2-hydroxy-2-methylpropyl)-1H-pyrazol-4-yl)benzyl)-6-oxo-6,8-dihydro-2H,7H-spiro[furo[2,3-e]isoindole-3,4'-piperidin]-7-yl)piperidine-2,6-dione